CC1=C(C=CC(=C1)C)C1=C(C=CC=C1)C1=NC2=C(N1CC)C=CC(=C2)N2N=CN=C2C 2-(2',4'-dimethyl-[1,1'-biphenyl]-2-yl)-1-ethyl-5-(5-methyl-1H-1,2,4-triazol-1-yl)-1H-benzo[d]imidazole